BrCCOCC(C(=O)OC)(C)C methyl 3-(2-bromoethoxy)-2,2-dimethylpropanoate